CCCCCC(=O)CC(=O)CC(=O)CC(=O)SCCNC(=O)CCNC(=O)[C@@H](C(C)(C)COP(=O)([O-])OP(=O)([O-])OC[C@@H]1[C@H]([C@H]([C@@H](O1)N2C=NC3=C(N=CN=C32)N)O)OP(=O)([O-])[O-])O The molecule is an acyl-CoA(4-) obtained by deprotonation of the phosphate and diphosphate OH groups of 3,5,7-trioxododecanoyl-CoA; major species at pH 7.3. It is an acyl-CoA(4-), an oxo-fatty acyl-CoA and a medium-chain fatty acyl-CoA(4-). It is a conjugate base of a 3,5,7-trioxododecanoyl-CoA.